5-[(2,5-Dioxopyrrolidin-1-yl)oxy]-N-(2-{[α-D-mannopyranosyl-(1→3)-[α-D-mannopyranosyl-(1→6)]-α-D-mannopyranosyl]oxy}ethyl)-5-oxo-pentanamide O=C1N(C(CC1)=O)OC(CCCC(=O)NCCO[C@@H]1[C@@H](O)[C@@H](O[C@@H]2[C@@H](O)[C@@H](O)[C@H](O)[C@H](O2)CO)[C@H](O)[C@H](O1)CO[C@@H]1[C@@H](O)[C@@H](O)[C@H](O)[C@H](O1)CO)=O